CC1(C\C(\CCC1)=C\C=O)C (E)-2-(3,3-Dimethylcyclohexylidene)-acetaldehyde